C(#N)C=1C(=CC(=NC1)NC(=O)N1CCCC2=CC(=C(N=C12)C=O)CN1C(CN(CC1)C)=O)NC1COCC1SC N-(5-cyano-4-((4-(methylthio)tetrahydrofuran-3-yl)amino)pyridin-2-yl)-7-formyl-6-((4-methyl-2-oxopiperazin-1-yl)methyl)-3,4-dihydro-1,8-naphthyridine-1(2H)-carboxamide